(4-(5-chlorooxazolo[4,5-b]pyridin-2-yl)piperazin-1-yl)(3-methoxy-4-(2-neopentyl-2H-1,2,3-triazol-4-yl)phenyl)methanone ClC1=CC=C2C(=N1)N=C(O2)N2CCN(CC2)C(=O)C2=CC(=C(C=C2)C2=NN(N=C2)CC(C)(C)C)OC